CS(=O)(=O)C=1C=C2C=C(NC2=CC1)C1=CC=CC=2N1N=C(N2)NC(=O)C2CC2 N-[5-(5-methanesulfonyl-1H-indol-2-yl)-[1,2,4]triazolo[1,5-a]pyridin-2-yl]cyclopropanecarboxamide